C1(=CC=CC=C1)N1CN(CC1)C1=CC=CC=C1 1,3-diphenyl-imidazolidine